CC(C)S(=O)(=O)C1=CC=CC=C1NC2=NC(=NC=C2Cl)Cl 2,5-dichloro-N-(2-(isopropylsulfonyl)phenyl)pyrimidin-4-amine